C(=C)C=1C=C2C(=NC1)NC=C2NC(NC2=CC=C(C=C2)C(F)(F)F)=O 3-[5-ethenyl-1H-pyrrolo[2,3-b]pyridin-3-yl]-1-[4-(trifluoromethyl)phenyl]urea